[N+](=O)([O-])C1=CC=C(C=C1)OCC(F)(F)F 1-Nitro-4-(2,2,2-trifluoroethoxy)benzene